ClC=1C=C(C=C(C1)Cl)[C@@]1(CC(=NO1)C1=CC(=C(C(=O)NC2=CS(C=C2)=O)C=C1)C)C(F)(F)F 4-[(5S)-5-(3,5-dichlorophenyl)-4,5-dihydro-5-(trifluoromethyl)-3-isoxazolyl]-2-methyl-N-(cis-1-oxo-3-thienyl)-benzamide